Tert-butyl (Z)-methyl(1-(((5-(4,4,4-trifluoro-1-(3-fluoro-1-(tetrahydro-2H-pyran-2-yl)-1H-indazol-5-yl)-2-phenylbut-1-en-1-yl)pyridin-2-yl)oxy)methyl)cyclopropyl)carbamate CN(C(OC(C)(C)C)=O)C1(CC1)COC1=NC=C(C=C1)\C(=C(\CC(F)(F)F)/C1=CC=CC=C1)\C=1C=C2C(=NN(C2=CC1)C1OCCCC1)F